1-acryloyl-azetidine C(C=C)(=O)N1CCC1